FC(OC1=CC=C(C=C1)C(C(=O)OCC#N)C(C)C)F cyanomethyl 4-(difluoromethoxy)-α-(1-methylethyl)benzeneacetate